C(C=C)O[C@@H]1C[C@H](N(CC1)C(=O)OC(C)(C)C)C1=CC=C(C2=CC=C(C=C12)OCC=C)C(=O)OC tert-butyl (2S,4S)-4-(allyloxy)-2-(7-(allyloxy)-4-(methoxycarbonyl) naphthalen-1-yl)piperidine-1-carboxylate